6-hydroxy-4-oxo-5-phenyl-3a,5,6,6a-tetrahydro-4H-pyrrolo[3,4-d]isoxazole-3-carboxylic acid butyl ester C(CCC)OC(=O)C1=NOC2C1C(N(C2O)C2=CC=CC=C2)=O